C(C)NC(CCCCCCCCC)=O N-ethyldecanamide